N1(N=CC=C1)[BH-](N1N=CC=C1)N1N=CC=C1.[Na+] sodium tri(1-pyrazolyl)borohydride